Lanthanum formamidine C(=N)N.[La]